ClC1=C(C=C(C=C1)CN)OC (4-chloro-3-methoxy-phenyl)methanamine